C(C1=CC=CC=C1)N1CCC(CC1)C=O 1-benzylpiperidine-4-carbaldehyde